rel-(1S,6S,7S)-N-(1-methyl-2-oxo-3-pyridyl)-2-oxabicyclo[4.1.0]heptane-7-carboxamide CN1C(C(=CC=C1)NC(=O)[C@H]1[C@@H]2CCCO[C@H]12)=O |o1:10,11,16|